C(C)(C)(C)N=C=NCC 1-tertiary butyl-3-ethylcarbodiimide